FC1(C(C1)C(=O)NC1=NC=CC(=C1)C=1C(=NN2C1COC(C2)(C)C)C2=NC=C(C=C2)F)F 2,2-Difluoro-N-(4-(2-(5-fluoropyridin-2-yl)-6,6-dimethyl-6,7-dihydro-4H-pyrazolo[5,1-c][1,4]oxazin-3-yl)pyridin-2-yl)cyclopropane-1-carboxamide